benzyl (S)-2-((R)-2-((tert-butoxycarbonyl)amino)-5-guanidinopentanamido)-3-(4-hydroxy-2,6-dimethylphenyl)propanoate C(C)(C)(C)OC(=O)N[C@@H](C(=O)N[C@H](C(=O)OCC1=CC=CC=C1)CC1=C(C=C(C=C1C)O)C)CCCNC(=N)N